tert-butyl 2-(5,5-dimethyl-3-(4-nitro-3-(trifluoromethyl)phenyl)-2,4-dioxoimidazolidin-1-yl)ethylcarbamate CC1(C(N(C(N1CCNC(OC(C)(C)C)=O)=O)C1=CC(=C(C=C1)[N+](=O)[O-])C(F)(F)F)=O)C